3-(3-chloropropyl)-1H-4,2,1-benzoxathiazine ClCCCC1SNC2=C(O1)C=CC=C2